7-(2-acrylamidophenyl)-2-(4-chlorophenyl)-4,5,6,7-tetrahydropyrazolo[1,5-a]pyrimidine-3-carboxamide C(C=C)(=O)NC1=C(C=CC=C1)C1CCNC=2N1N=C(C2C(=O)N)C2=CC=C(C=C2)Cl